2-(((1R,3R)-5'-(3,4-difluorophenyl)-9'-hydroxy-4',4'-dimethyl-4',5'-dihydro-3'H-spiro[cyclobutane-1,1'-pyrano[4,3-b]indol]-3-yl)oxy)propanoic acid FC=1C=C(C=CC1F)N1C2=C(C=3C(=CC=CC13)O)C1(OCC2(C)C)CC(C1)OC(C(=O)O)C